2-isopropyl-13,13-dimethyl-13H-naphtho[1,8-bc]phenanthridine C(C)(C)C=1C=CC=2C=NC=3C4=C5C(C(C3C2C1)(C)C)=CC=CC5=CC=C4